2,4-dimethylaniline-5-sulfonate CC1=C(N)C=C(C(=C1)C)S(=O)(=O)[O-]